7-methyloctanoic acid CC(CCCCCC(=O)O)C